(2,6-difluoro-3,5-dimethoxyphenyl)(5-(4-(4-ethylpiperazin-1-yl)-2-nitrophenylamino)-1-methyl-pyrrolo[2,3-c]pyridin-2-yl)methanone FC1=C(C(=C(C=C1OC)OC)F)C(=O)C1=CC=2C(=CN=C(C2)NC2=C(C=C(C=C2)N2CCN(CC2)CC)[N+](=O)[O-])N1C